FC(OC1=NC=C(C=C1)B(O)O)F [2-(Difluoromethoxy)-5-pyridinyl]boronic acid